ethyl 6-methoxy-4-{[3-(methoxycarbonyl)phenyl]amino}-3-quinolinecarboxylate COC=1C=C2C(=C(C=NC2=CC1)C(=O)OCC)NC1=CC(=CC=C1)C(=O)OC